CC(C=NO)C Dimethylacetaldoxime